perfluorophenyl-1-(2,5-dioxo-2,5-dihydro-1H-pyrrol-1-yl)-3,6,9,12,15,18-hexaoxaheneicosane FC(C(OC(C(OC(C(OC(C(OC(C(OC(C(OC(C(C(F)(F)F)(F)F)(F)F)(F)F)(F)F)(F)F)(F)F)(F)F)(F)F)(F)F)(F)F)(F)F)(F)F)(F)F)(N1C(C(=C(C1=O)F)F)=O)C1=C(C(=C(C(=C1F)F)F)F)F